O=S1(CCN(CC1)CC1=CC=C(C=C1)C1=CC=CC=2N1N=C(N2)NC(=O)C2CC2)=O cyclopropanecarboxylic acid {5-[4-(1,1-dioxo-thiomorpholin-4-ylmethyl)-phenyl]-[1,2,4]triazolo[1,5-a]pyridin-2-yl}-amide